N-({5-[5-(difluoromethyl)-1,3,4-oxadiazol-2-yl]-1,3-thiazol-2-yl}methyl)-2-(1,4-oxaazepan-4-yl)-N-(pyridin-3-yl)ethane-1-sulfonamide FC(C1=NN=C(O1)C1=CN=C(S1)CN(S(=O)(=O)CCN1CCOCCC1)C=1C=NC=CC1)F